methylene-propane-2-sulfinamide C=CC(C)S(=O)N